tert-butyl 3-hydroxy-3-(nitromethyl)azetidine-1-carboxylate OC1(CN(C1)C(=O)OC(C)(C)C)C[N+](=O)[O-]